C(C)(=O)NC=1C(=NN(C1C(=O)N)C1=CC=C(C=C1)CNC(C1=C(C=CC(=C1)F)OC)=O)C(C)C 4-acetamido-1-(4-((5-fluoro-2-methoxybenzamido)methyl)phenyl)-3-isopropyl-1H-pyrazole-5-carboxamide